COC1=C(C(=CC=C1)OC)N1C(=NC=2C1=NC(=CN2)NS(=O)(=O)N2CCOCC2)C2=NC(=CC=C2)OCC N-(1-(2,6-dimethoxyphenyl)-2-(6-ethoxypyridin-2-yl)-1H-imidazo[4,5-b]pyrazin-6-yl)morpholine-4-sulfonamide